(2-fluoro-4-iodophenyl)amine FC1=C(C=CC(=C1)I)N